BrCCCCCCC(C)(C)C=1C=C(C=2[C@H]3[C@H](C(OC2C1)(C)C)CCC(=C3)C)O (6Ar,10aR)-3-(8-bromo-2-methyloctan-2-yl)-6,6,9-trimethyl-6a,7,8,10a-tetrahydrobenzo[c]chromen-1-ol